C(C)(=O)NC1=NC(=NN1CC1=CC=C(C=C1)C=C)C1=CC=CC=C1 5-acetamido-3-phenyl-1-(4-vinylbenzyl)-1H-1,2,4-triazole